C=C(C(C)OCCC#N)CCCCCCC 3-((3-methylenedecan-2-yl)oxy)propanenitrile